2-bromo-7-(1-(1-ethoxyethyl)-1H-pyrazol-4-yl)-8-(2,2,2-trifluoroethoxy)-[1,2,4]triazolo[1,5-a]pyridine BrC1=NN2C(C(=C(C=C2)C=2C=NN(C2)C(C)OCC)OCC(F)(F)F)=N1